(R)-1-[(1S)-2-(dicyclohexylphosphino)ferrocenyl]ethyl-diphenylphosphine C1(CCCCC1)P(C=1[C-](C=CC1)[C@@H](C)P(C1=CC=CC=C1)C1=CC=CC=C1)C1CCCCC1.[CH-]1C=CC=C1.[Fe+2]